NCC=1C=CC(=C(C1)C1CCN(CC1)C(=O)C=1C=CC=C2C=CC(=CC12)B(O)O)F 8-(4-(5-(aminomethyl)-2-fluorophenyl)piperidine-1-carbonyl)naphthalen-2-ylboronic acid